1-bromo-4-(1,1,2,2-tetrafluoroethoxy)benzene tert-Butyl-(R)-3-methyl-3-(methylamino)piperidine-1-carboxylate C(C)(C)(C)OC(=O)N1C[C@@](CCC1)(NC)C.BrC1=CC=C(C=C1)OC(C(F)F)(F)F